C(C#C)OC1=C2CCN(C2=CC=C1)C(=O)C=1C=C2C(=NC1)NC(C2)=O 5-(4-(prop-2-yn-1-yloxy)indoline-1-carbonyl)-1,3-dihydro-2H-pyrrolo[2,3-b]pyridin-2-one